2-[4-(4-butylcyclohexyl)phenyl]-5-isothiocyanato-pyrimidine C(CCC)C1CCC(CC1)C1=CC=C(C=C1)C1=NC=C(C=N1)N=C=S